N-[(2S)-1-(4-{[5-(3,4-dimethyl-1,2-oxazol-5-yl)thiophen-2-yl]sulfonyl}piperazin-1-yl)propan-2-yl]-8-[(dimethylamino)methyl]quinazolin-4-amine CC1=NOC(=C1C)C1=CC=C(S1)S(=O)(=O)N1CCN(CC1)C[C@H](C)NC1=NC=NC2=C(C=CC=C12)CN(C)C